N1(CCCCC1)S(=O)(=O)C=1C=C(C=CC1)OB(O)O 3-(piperidine-1-ylsulfonyl)phenyl-boric acid